Cl.C1(CCCO1)=O gamma-butyrolactone hydrochloride